BrC1=C(C=CC=C1)C1=CC=C(S1)CC1(NC(=NC=C1)NCC(C)C)N 4-((5-(2-bromophenyl)-2-thienyl)methyl)-N2-isobutyl-2,4-pyrimidinediamine